COCCNC(=O)C1C(N(C(C2=CC=CC=C12)=O)CC1=CC=C(C=C1)Cl)C1=CNC2=CC(=CC=C12)Cl 2-(4-Chloro-benzyl)-3-(6-chloro-1H-indol-3-yl)-1-oxo-1,2,3,4-tetrahydro-isoquinoline-4-carboxylic acid (2-methoxy-ethyl)-amide